N-((7-(5-(difluoromethyl)-1,3,4-oxadiazol-2-yl)imidazo[1,2-a]pyridin-2-yl)methyl)-N-(3-fluorophenyl)-4-(2,2,2-trifluoroacetyl)piperazine-1-carboxamide FC(C1=NN=C(O1)C1=CC=2N(C=C1)C=C(N2)CN(C(=O)N2CCN(CC2)C(C(F)(F)F)=O)C2=CC(=CC=C2)F)F